ClC1=C(C=C(C(=C1)[N+](=O)[O-])OC)F 1-chloro-2-fluoro-4-methoxy-5-nitrobenzene